2-((3-(oct-2-yl)-1,2,4-oxadiazol-5-yl)methyl)acrylic acid CC(CCCCCC)C1=NOC(=N1)CC(C(=O)O)=C